C(C)(C)(C)OC(=O)N1CC2=CC(=CC=C2CC1)OCC1=C(C=CC=C1)Cl 7-((2-chlorobenzyl)oxy)-3,4-dihydroisoquinoline-2(1H)-carboxylic acid tert-butyl ester